OC1=C(C=CC(=C1)CCNC(C)CCC1=CC=C(C=C1)O)[O-] 2-hydroxy-4-(2-{N-[4-(4-hydroxyphenyl)but-2-yl]amino}ethyl)phenolate